OC(CC=1SC(=CC1C(=O)N)C1=NC(=NC=C1C(F)(F)F)N[C@@H]1[C@@H](CN(CC1)S(=O)(=O)C)C)(C)C 2-(2-hydroxy-2-methylpropyl)-5-(2-(((3R,4S)-3-methyl-1-(methylsulfonyl)piperidin-4-yl)amino)-5-(trifluoromethyl)pyrimidin-4-yl)thiophene-3-carboxamide